2-(4,4-Difluoropiperidin-1-yl)-N-(4'-(5-(trifluoromethyl)-1,2,4-oxadiazol-3-yl)-[2,2'-bipyridin]-4-yl)acetamide FC1(CCN(CC1)CC(=O)NC1=CC(=NC=C1)C1=NC=CC(=C1)C1=NOC(=N1)C(F)(F)F)F